FC=1C=CN2C1C(NC1=CC(=CC=C21)CN2CC(C(=CC2)C=2C=NC(=CC2)C(=O)NC2CC(C2)F)C)=O 1'-((3-fluoro-4-oxo-4,5-dihydropyrrolo[1,2-a]quinoxalin-7-yl)methyl)-N-(3-fluorocyclobutyl)-3'-methyl-1',2',3',6'-tetrahydro-[3,4'-bipyridine]-6-carboxamide